C(C)OC=1C=NC(=NC1)N1CCC(CC1)COC1=C(C=C(C=C1)C1=CC2=C(S(CO2)=O)C=C1)F 6-(4-((1-(5-ethoxypyrimidin-2-yl)piperidin-4-yl)methoxy)-3-fluorophenyl)-2H-benzo[d][1,3]oxathiole 3-oxide